C1(=CC=CC=C1)N(C1=CC=C(/C=C/C=2C=C3C=CC(=CC3=CC2)/C=C/C2=CC=C(C=C2)C2=C(C=CC=C2)NC2=CC=CC=C2)C=C1)C1=CC=CC=C1 4-((E)-2-(6-((E)-4-(diphenylamino)styryl)naphthalene-2-yl)vinyl)phenyl-N-phenylbenzeneamine